[18F]CN[C@@H](CC1=CC=C(C=C1)O)C(=O)O [18F]Fluoromethyl-Tyrosine